1-chlorobenzene ClC1=CC=CC=C1